NC/C(/CN1N=CN(C1=O)C1=CC(=C(C=C1)Br)F)=C/F 2-[(2Z)-2-(aminomethyl)-3-fluoroprop-2-en-1-yl]-4-(4-bromo-3-fluorophenyl)-2,4-dihydro-3H-1,2,4-triazol-3-one